16,16-dibutoxy-5,7-hexadecadiene C(CCC)OC(CCCCCCCC=CC=CCCCC)OCCCC